BrC1=C(C=C2C(NC(N(C2=C1)C1=C(C=NC=C1)C1CC1)=O)=O)Cl 7-bromo-6-chloro-1-(3-cyclopropylpyridin-4-yl)quinazoline-2,4(1H,3H)-dione